4-(6-bromo-[1,2,4]triazolo[1,5-a]pyridin-2-yl)morpholine BrC=1C=CC=2N(C1)N=C(N2)N2CCOCC2